P(O)(N)OC(C)O ethanediol phosphoroamidite